CN1N=CC2=CC(=C(C=C12)C(=O)O)NC(=O)C1=NC(=CC=C1)C(F)(F)F.C(CC)C1=CC=C(C=C(CC=CC2=CC=C(C=C2)CCC)C(O)[C@H](O)[C@@H](O)[C@H](O)[C@H](O)CO)C=C1 bis(4-propylbenzylidene)propyl-sorbitol Methyl-5-[[6-(trifluoromethyl)pyridine-2-carbonyl]amino]-1H-indazole-6-carboxylate